5-chloro-1'-[2-({1-[(cis)-3-hydroxy-3-methylcyclobutyl]-7-(trifluoromethyl)-1H-imidazo[4,5-b]pyridin-5-yl}oxy)ethyl]-1,2-dihydrospiro[indole-3,4'-piperidin]-2-one ClC=1C=C2C(=CC1)NC(C21CCN(CC1)CCOC1=CC(=C2C(=N1)N=CN2C2CC(C2)(C)O)C(F)(F)F)=O